[Mn].C(C(=O)O)(=O)O.C(C(=O)O)(=O)O.C(C(=O)O)(=O)O tri-oxalic acid manganese